C(C1=CC=CC=C1)N1C(CN(CC1CO)S(=O)(=O)C1=CC=CC=C1)CO (1-benzyl-4-(phenylsulfonyl)piperazine-2,6-diyl)dimethanol